2'-((4-(trifluoromethyl)phenyl)amino)-[1,1'-biphenyl]-4-carboxylic acid FC(C1=CC=C(C=C1)NC1=C(C=CC=C1)C1=CC=C(C=C1)C(=O)O)(F)F